CN1C2=C(OCC1)C=C(C=C2)C(=O)O 4-methyl-3,4-dihydro-2H-benzo[b][1,4]oxazine-7-carboxylic acid